[Si](C1=CC=CC=C1)(C1=CC=CC=C1)(C(C)(C)C)O[C@H]1CC[C@H]2[C@@]1(OC([C@@H]2[Se]C2=CC=CC=C2)=O)C (3R,3aS,6S,6aS)-6-((tert-butyldiphenylsilyl)oxy)-6a-methyl-3-(phenylseleno)hexahydro-2H-cyclopenta[b]furan-2-one